O=C1N(CCC(N1)=O)CC=1C(N(C=CC1)CCN1CCC(CC1)O[C@H]1[C@@H](CN(CC1)C(=O)OC(C)(C)C)F)=O tert-butyl (3R,4R)-4-((1-(2-(3-((2,4-dioxotetrahydropyrimidin-1(2H)-yl) methyl)-2-oxopyridin-1(2H)-yl) ethyl) piperidin-4-yl) oxy)-3-fluoropiperidine-1-carboxylate